6-(2-hydroxy-2-methylpropylsulfonimidoyl)-4-(6-(4-(pyridin-2-oxy)piperidin-1-yl)pyridin-3-yl)pyrazolo[1,5-a]pyridine-3-carbonitrile OC(CS(=O)(=N)C=1C=C(C=2N(C1)N=CC2C#N)C=2C=NC(=CC2)N2CCC(CC2)OC2=NC=CC=C2)(C)C